CC(C)=CC(CCC)C 2,4-dimethyl-2-heptene